3-[(1S,2R)-2-(4-chloro-3-methylphenyl)cyclopropyl]-1-cyclopropyl-1-[(3S)-1-(pyridazin-3-yl)pyrrolidin-3-yl]urea ClC1=C(C=C(C=C1)[C@@H]1[C@H](C1)NC(N([C@@H]1CN(CC1)C=1N=NC=CC1)C1CC1)=O)C